C(C)(=O)N1CCN(CC1)C1=CC(=CC(N1)=O)N1[C@@H](COCC1)C 6-(4-acetylpiperazin-1-yl)-4-[(3R)-3-methylmorpholin-4-yl]-1H-pyridin-2-one